OCC1=CSC=C1 3-(hydroxymethyl)thiophen